ClC=1C=CC(=C(C1)C1=CC(N(C=C1OC)C(C(=O)OC(C)(C)C)CC)=O)C1=CN=CO1 tert-Butyl 2-{4-[5-chloro-2-(1,3-oxazol-5-yl)phenyl]-5-methoxy-2-oxopyridin-1(2H)-yl}butanoate